CN(C=CC(=O)C1=CC=C(C=C1)C(F)(F)F)C 3-(Dimethylamino)-1-(4-trifluoromethylphenyl)prop-2-en-1-one